(1S,2S)-6-hydroxy-2-(tetrahydro-2H-pyran-4-yl)-1,2,3,4-tetrahydronaphthalene OC=1C=C2CC[C@@H](CC2=CC1)C1CCOCC1